N-(2-(2-(4-(2-(7-(1H-Imidazol-1-yl)-3,4-dihydroisoquinolin-2(1H)-yl)ethyl)phenyl)-2H-tetrazol-5-yl)-4,5-dimethoxyphenyl)-4-oxo-4H-chromene-2-carboxamide N1(C=NC=C1)C1=CC=C2CCN(CC2=C1)CCC1=CC=C(C=C1)N1N=C(N=N1)C1=C(C=C(C(=C1)OC)OC)NC(=O)C=1OC2=CC=CC=C2C(C1)=O